C(CCC(=O)O)(=O)O.C(CCC(=O)O)(=O)O.ClC=1C=CC(=C(CCN2C[C@@H](CC2)CN)C1)OCC1CC1 (S)-(1-(5-chloro-2-(cyclopropylmethoxy)phenethyl)pyrrolidin-3-yl)methanamine disuccinate